ClC1=CC=C(C(=N1)N1N(C(=C(C1=O)NC(C1=CC=C(C=C1)OC(F)F)=O)C1=C(C=C(C=C1F)OC)F)C)N(C)C N-{2-[6-chloro-3-(dimethylamino)pyridin-2-yl]-5-(2,6-difluoro-4-methoxyphenyl)-1-methyl-3-oxo-2,3-dihydro-1H-pyrazol-4-yl}-4-(difluoromethoxy)benzamide